(2R)-N-((R)-(3-chloro-2,4-difluorophenyl)((3s,6s)-6-(trifluoromethyl)-tetrahydro-2H-pyran-3-yl)methyl)-2-methyl-3-oxopiperazine-1-carboxamide ClC=1C(=C(C=CC1F)[C@H](NC(=O)N1[C@@H](C(NCC1)=O)C)[C@H]1CO[C@@H](CC1)C(F)(F)F)F